4-(((3S,4R,5R,6R)-4,5-dihydroxy-6-(hydroxymethyl)tetrahydro-2H-pyran-3-yl)amino)-6-(methylthio)pyrimidine-2-carbonitrile O[C@@H]1[C@H](CO[C@@H]([C@@H]1O)CO)NC1=NC(=NC(=C1)SC)C#N